C(C)(=O)C=1C(OC2=C(C1N1CCOCC1)C=CC(=C2)NC2=NC=CC(=N2)C2=C(C=CC=C2)OCC2=CC=CC=C2)=O 3-acetyl-7-{[4-(2-benzyloxyphenyl)pyrimidin-2-yl]amino}-4-morpholino-2H-benzopyran-2-one